C(C(=C)C)(=O)OCCCN(C)C 3-(N,N-dimethylamino)propyl methacrylate